1-(4-fluorobenzyl)-N3-methyl-N5-((1S,2S)-2-methylcyclopropyl)-2-oxo-1,2-dihydropyridine-3,5-dicarboxamide FC1=CC=C(CN2C(C(=CC(=C2)C(=O)N[C@@H]2[C@H](C2)C)C(=O)NC)=O)C=C1